4-(4-((1R,5S)-3,8-diazabicyclo[3.2.1]octan-3-yl)-2-(((2R,7aS)-2-fluorotetrahydro-1H-pyrrolizin-7a(5H)-yl)methoxy)-8-methylquinazolin-7-yl)-5-ethyl-6-fluoronaphthalen-2-ol [C@H]12CN(C[C@H](CC1)N2)C2=NC(=NC1=C(C(=CC=C21)C2=CC(=CC1=CC=C(C(=C21)CC)F)O)C)OC[C@]21CCCN1C[C@@H](C2)F